CC1=NC=C2N1C=C(C=C2)C2=NC(=NC(=N2)NC(C)(C2=NC(=CC=C2)C(F)(F)F)C)N 6-(3-methylimidazo[1,5-a]pyridin-6-yl)-N2-[1-methyl-1-[6-(trifluoromethyl)-2-pyridyl]ethyl]-1,3,5-triazine-2,4-diamine